2-((3-chloropyrazin-2-yl)oxy)-1-(4-(4-(5-(2,4,6-trichlorophenyl)-4,5-dihydroisoxazol-3-yl)thiazol-2-yl)piperidin-1-yl)ethan-1-one ClC=1C(=NC=CN1)OCC(=O)N1CCC(CC1)C=1SC=C(N1)C1=NOC(C1)C1=C(C=C(C=C1Cl)Cl)Cl